4-(chloromethyl)pyridine-2-carboxylic acid ClCC1=CC(=NC=C1)C(=O)O